N-((5-(cyclopropanesulfonamido)pyridin-3-yl)methyl)-5-(6-ethoxypyrazin-2-yl)picolinamide C1(CC1)S(=O)(=O)NC=1C=C(C=NC1)CNC(C1=NC=C(C=C1)C1=NC(=CN=C1)OCC)=O